1-(tert-butyl)-N-((R)-8-(2-((1-methyl-1H-pyrazol-4-yl)amino)pyrimidin-4-yl)-2-((R)-tetrahydrofuran-3-yl)-2,3,4,5-tetrahydro-1H-benzo[c]azepin-5-yl)-1H-1,2,3-triazole-4-carboxamide C(C)(C)(C)N1N=NC(=C1)C(=O)N[C@H]1C2=C(CN(CC1)[C@H]1COCC1)C=C(C=C2)C2=NC(=NC=C2)NC=2C=NN(C2)C